FC1=C(C=CC=C1C[C@@H]1N(CC2(CC2)[C@@H]1NS(=O)(=O)C)C(=O)NCC1(COC1)C)C1=CC=CC=C1 (6S,7S)-6-((2-fluoro-[1,1'-biphenyl]-3-yl)methyl)-N-((3-methyloxetan-3-yl)methyl)-7-(methylsulfonamido)-5-azaspiro[2.4]heptane-5-carboxamide